N1C(=CC=2C=NC=CC21)CNC(CN2C(=NC=C(C2=O)C=2N=C(OC2C2=CC=CC=C2)C(=O)N)C2=CC=CC=C2)=O (1-(2-(((1H-pyrrolo[3,2-c]pyridin-2-yl)methyl)amino)-2-oxoethyl)-6-oxo-2-phenyl-1,6-dihydropyrimidin-5-yl)-5-phenyloxazole-2-carboxamide